2-methyl-N-(2-methylquinolin-4-yl)-5-(4-methyl-1,3-thiazol-2-yl)thiophene-3-sulfonamide CC=1SC(=CC1S(=O)(=O)NC1=CC(=NC2=CC=CC=C12)C)C=1SC=C(N1)C